CN(CCNC(=O)NC1=CC=C(C=C1)C1=CC=C2C(=N1)N(C=N2)C2=CC=C1CCCN(C1=C2)S(=O)(=O)C)C 1-(2-(dimethylamino)ethyl)-3-(4-(3-(1-(methylsulfonyl)-1,2,3,4-tetrahydroquinolin-7-yl)-3H-imidazo[4,5-b]pyridin-5-yl)phenyl)urea